FC(OC1=CC=C(C=C1)B(O)O)(F)F (4-(Trifluoromethoxy)-phenyl)boronic acid